C(C=C)N1C(C2=CC=C(C=C2C1(C)C)NC1=NC=C(C(=C1)N[C@H](CO)C1=CC=CC=C1)C=1OC(=NN1)C=1C=NC=CC1)=O (S)-2-allyl-5-((4-((2-hydroxy-1-phenylethyl)amino)-5-(5-(pyridin-3-yl)-1,3,4-oxadiazol-2-yl)pyridin-2-yl)amino)-3,3-dimethylisoindolin-1-one